FC(=C)C 2-Fluoro-1-propen